(R)-(-)-2-(2-chlorophenyl)-2-(methylamino)cyclohexane-1-one tertbutyl-4-[1-(4-amino-3-hydroxybut-1-yn-1-yl)cyclopropyl]piperazine-1-carboxylate C(C)(C)(C)OC(=O)N1CCN(CC1)C1(CC1)C#CC(CN)O.ClC1=C(C=CC=C1)[C@]1(C(CCCC1)=O)NC